1,3-bis(bromomethyl)-5-methoxybenzene BrCC1=CC(=CC(=C1)OC)CBr